FC(C1(COC1)C=1C=C(C=CC1)N1C(C2=CC(=CC(=C2C1)C(F)(F)F)CN1CC(C1)F)=O)(C1=NN=CN1C)F 2-(3-(3-(difluoro(4-methyl-4H-1,2,4-triazol-3-yl)methyl)-oxetan-3-yl)phenyl)-6-((3-fluoroazetidin-1-yl)methyl)-4-(trifluoromethyl)isoindolin-1-one